1-(ethyl(2-hydroxyethyl)amino)propan-2-ol C(C)N(CC(C)O)CCO